1,5-bis(4-chloro-2-fluorophenyl)-2,6-dihydroxynaphthalene ClC1=CC(=C(C=C1)C1=C(C=CC2=C(C(=CC=C12)O)C1=C(C=C(C=C1)Cl)F)O)F